C(C1=CC=CC=C1)[C@@H]1N(C[C@H]2[C@@H]1CCC2)C2=CC(=CC(N2)=O)N2CCOCC2 6-((1S,3aR,6aS)-1-benzylhexahydrocyclopenta[c]pyrrol-2(1H)-yl)-4-morpholinopyridin-2(1H)-one